BrC1=C(C(N(C=C1)C)=O)OC1=C(C=C(C=C1C(F)(F)F)F)C(F)(F)F 4-bromo-3-(4-fluoro-2,6-bis(trifluoromethyl)phenoxy)-1-methylpyridin-2(1H)-one